tert-butyl (2S,4S)-4-hydroxy-2-methyl-pyrrolidine-1-carboxylate O[C@H]1C[C@@H](N(C1)C(=O)OC(C)(C)C)C